C(C)(C)(C)OC(=O)N[C@@H](CN([C@H](C(=O)OCC1=CC=CC=C1)CCCC)CC1CC1)C benzyl (2S)-2-[[(2R)-2-(tert-butoxycarbonylamino)propyl]-(cyclopropylmethyl)amino]hexanoate